4-bromo-7-(4-(trifluoromethoxy)phenyl)-2,3-dihydrobenzofuran-5-amine BrC1=C(C=C(C2=C1CCO2)C2=CC=C(C=C2)OC(F)(F)F)N